6-(5-cyclopropyl-4H-1,2,4-triazol-3-yl)-2-azaspiro[3.3]heptane C1(CC1)C=1NC(=NN1)C1CC2(CNC2)C1